2-fluoro-3-(trifluoromethyl)bromobenzyl bromide FC1=C(C(Br)Br)C=CC=C1C(F)(F)F